2-{[4-({[ethyl(methyl)carbamoyl]amino}methyl)-1H-1,3-benzodiazol-2-yl]amino}-2-[3-(trifluoromethyl)phenyl]propyl 2,2-dimethylpropanoate CC(C(=O)OCC(C)(C1=CC(=CC=C1)C(F)(F)F)NC1=NC2=C(N1)C=CC=C2CNC(N(C)CC)=O)(C)C